FC1=C2C=C(NC2=C(C(=C1)F)F)C(=O)O 4,6,7-Trifluoroindolecarboxylic acid